N1(CCC2=C1C=NC=C2C(=O)OCC)C(=O)OC(C)(C)C 1-(tert-butyl) 4-ethyl 2,3-dihydro-1H-pyrrolo[2,3-c]pyridine-1,4-dicarboxylate